CN(CCCN(CCCN(C)C)C)C N'-[3-(di-methylamino)propyl]-N,N,N'-trimethylpropane-1,3-diamine